CN1N=CC(=C1)C=1C=CC=2N(C1)N=CC2C(=O)N2CC1(C2)CC(C1)NC(=O)NC1=CC(=CC=C1)C(F)(F)F 1-(2-(6-(1-methyl-1H-pyrazol-4-yl)pyrazolo[1,5-a]pyridine-3-carbonyl)-2-azaspiro[3.3]heptan-6-yl)-3-(3-(trifluoromethyl)phenyl)urea